FC=1C(=C(COC(=O)C2C(C2(C)C)(C)C)C(=C(C1C)F)C)C.C(C1=CC=CC=C1)C1C(C(OC1)C1=CC=CC=C1)C=C 4-benzyl-2-phenyl-3-vinyl-tetrahydrofuran 3,5-difluoro-2,4,6-trimethylbenzyl-2,2,3,3-tetramethylcyclopropanecarboxylate